1-({[6-(trifluoromethyl)pyridin-2-yl]oxy}methyl)-8-azaspiro[4.5]decane hydrochloride Cl.FC(C1=CC=CC(=N1)OCC1CCCC12CCNCC2)(F)F